4-(Phenylmethoxy)-3-(3-phenylpropyloxy)phenol C1(=CC=CC=C1)COC1=C(C=C(C=C1)O)OCCCC1=CC=CC=C1